ClCC(=O)N(CC(CCCC)CC)CC(CCCC)CC 2-chloro-N,N-bis(2-ethylhexyl)-acetamide